N-(3-chloro-4-{[(3-fluorophenyl)methyl]oxy}phenyl)-6-[5-({[2-(methylsulfonyl)ethyl]amino}methyl)-2-furanyl]-4-quinazolinamine ClC=1C=C(C=CC1OCC1=CC(=CC=C1)F)NC1=NC=NC2=CC=C(C=C12)C=1OC(=CC1)CNCCS(=O)(=O)C